2-methyl-2-(2-(4-methyl-3-nitrophenyl)-1H-benzo[d]imidazol-6-yl)propanenitrile CC(C#N)(C)C=1C=CC2=C(NC(=N2)C2=CC(=C(C=C2)C)[N+](=O)[O-])C1